C(CCCCCCCCCCC)(=O)NCCCNCCCCNCCCN lauroyl-spermin